1-[3-(triethoxysilyl)propyl]-3,3'-(1,3-phenylene)bis(5-butyl-1,2,4-triazole) C(C)O[Si](CCCN1N=C(N=C1CCCC)C1=CC(=CC=C1)C1=NNC(=N1)CCCC)(OCC)OCC